NC(C[C@H](C(=O)N[C@H](CN(C(OC1=CC=2C(=C3C(=NC2C=C1)C1=CC2=C(C(N1C3)=O)COC([C@]2(O)CC)=O)CC)=O)C)C)NC(CCCCCCC)=O)=O (S)-4,11-diethyl-4-hydroxy-3,14-dioxo-3,4,12,14-tetrahydro-1H-pyrano[3',4':6,7]indolizino[1,2-b]quinolin-9-yl ((S)-2-((R)-4-amino-2-octanamido-4-oxobutanamido)propyl)(methyl)carbamate